8-bromo-3,6-dimethyl-2-(2-azaspiro[3.5]non-2-yl)quinazolin-4(3H)-one BrC=1C=C(C=C2C(N(C(=NC12)N1CC2(C1)CCCCC2)C)=O)C